(4-phenoxybenzoyl)glycylglycine O(C1=CC=CC=C1)C1=CC=C(C(=O)NCC(=O)NCC(=O)O)C=C1